FC(F)(F)C1=C(N=NC=C1)O trifluoromethyl-hydroxypyridazine